C(C)C(C(=O)O)C[C@@H](C)[C@H]1CC[C@H]2[C@@H]3[C@@H](C[C@@H]4CCCC[C@]4(C)[C@H]3CC[C@]12C)O ethyl-7α-hydroxy-5β-cholan-24-oic acid